peracetic acid, chloride C(C)(=O)OCl